COC(C)=O.C(C)(C)(C)OC(=O)N[C@H](C(=O)NC(C(C)OC)=S)C N-[(2S)-2-(tert-butoxycarbonylamino)propionyl]-2-methoxy-thiopropionamide methyl-acetate